8-((2r,5r)-4-(bis(4-fluorophenyl)methyl)-5-(methoxymethyl)-2-methylpiperazin-1-yl)-5-methyl-6-oxo-5,6-dihydro-1,5-naphthyridine-2-carbonitrile FC1=CC=C(C=C1)C(N1C[C@H](N(C[C@@H]1COC)C1=CC(N(C=2C=CC(=NC12)C#N)C)=O)C)C1=CC=C(C=C1)F